N1(CCOCC1)CCN1CC=2C=CC(=NC2CC1)NC=1N=CC2=C(N1)C(=NC(=C2)[C@@H](C)O)N2CCCCC2 (1R)-1-[2-[[6-(2-morpholin-4-ylethyl)-7,8-dihydro-5H-1,6-naphthyridin-2-yl]amino]-8-piperidin-1-ylpyrido[3,4-d]pyrimidin-6-yl]ethanol